3-[[(4-benzyloxy-4-oxobutyl)-methyl-amino]methyl]azetidine-1-carboxylic acid tert-butyl ester C(C)(C)(C)OC(=O)N1CC(C1)CN(C)CCCC(=O)OCC1=CC=CC=C1